C(C)(C)(C)C=1C=C(CN(C(CN(S(=O)(=O)C2=C(C(=C(C(=C2F)F)F)F)F)CC=2C=NC=CC2C(F)(F)F)=O)C2=CC=C(C=C2)S(N)(=O)=O)C=C(C1)C1CC1 N-(3-(tert-butyl)-5-cyclopropylbenzyl)-2-(N-((4-(trifluoromethyl)pyridin-3-yl)methyl)-(2,3,4,5,6-pentafluoro-phenyl)sulfonamido)-N-(4-sulfamoylphenyl)acetamide